C1(CC1)C(=O)C=1N=C2N(N1)[C@@H](C[C@@H]2F)C2=CC(=CC=C2)OC cyclopropyl((5S,7S)-7-fluoro-5-(3-methoxyphenyl)-6,7-dihydro-5H-pyrrolo[1,2-b][1,2,4]triazol-2-yl)methanone